CC=1C=CC=C2CCC(NC12)=O 8-methyl-3,4-dihydro-1H-quinolin-2-one